C(CCCCCC=CCCC=CCCCC)CC(=O)[O-] hexadec-7,11-dien-1-yl-acetate